2-(ethoxymethyl)-7-iodo-6-methyl-1H-imidazo[4,5-c]pyridin-4-amine C(C)OCC=1NC2=C(C(=NC(=C2I)C)N)N1